ClC=1C=C2C=NN(C2=C(C1)C(=O)NC1CC2(CC(C2)CC(=O)O)C1)CC1=NC=C(N=C1)C1=CC(=CC(=C1)OC)F (Sa)-2-(6-(5-chloro-1-((5-(3-fluoro-5-methoxyphenyl)pyrazin-2-yl)methyl)-1H-indazole-7-carboxamido)spiro[3.3]heptan-2-yl)acetic acid